N(N)C(=O)C1=C2C=C(N=CC2=C(N=C1)NC)NC(=O)C1CC1 N-(5-(hydrazinecarbonyl)-8-(methylamino)-2,7-naphthyridin-3-yl)cyclopropanecarboxamide